C[C@@]12CCC=3N=C(SC3C2=CC[C@H]2[C@H]3[C@](CC[C@H]12)([C@H](CC3)O)C)NC3=CC=C(C=C3)C (5aR,5bS,7aS,8S,10aS,10bR)-5a,7a-dimethyl-2-(4-methylphenylamino)-5,5a,5b,6,7,7a,8,9,10,10a,10b,11-dodecahydro-4H-cyclopenta[7,8]phenanthro[2,1-d]thiazol-8-ol